(2-((2-oxoethyl) sulfhydryl) ethyl) carbamate C(N)(OCCSCC=O)=O